C[C@H]1CN(CCN1C=1C2=C(N=CN1)N(C=C2C2=CC=CC=C2)S(=O)(=O)C2=CC=C(C)C=C2)C(=O)OC(C)(C)C tert-butyl (S)-3-methyl-4-(5-phenyl-7-tosyl-7H-pyrrolo[2,3-d]pyrimidin-4-yl)piperazine-1-carboxylate